4',N4'-dimethylbiphenyl-4,4'-diamine CC1(CC=C(C=C1)C1=CC=C(C=C1)N)NC